C(C1=CC=CC=C1)OC1=NC(=NC2=C(C(=C(C=C12)Cl)C1=CC(=CC2=CC=C(C(=C12)CC)F)OCOC)F)OC[C@]12CCCN2C[C@@H](C1)F 4-(benzyloxy)-6-chloro-7-(8-ethyl-7-fluoro-3-(methoxymethoxy)naphthalen-1-yl)-8-fluoro-2-(((2R,7aS)-2-fluorotetrahydro-1H-pyrrolizin-7a(5H)-yl)methoxy)Quinazoline